tert-Butyl (1S,4s)-4-(5-(((1R,2S)-2-((2-ethylbutyl)carbamoyl)cyclopentyl)carbamoyl)-2-fluoro-4-methoxyphenoxy)-1-methylcyclohexane-1-carboxylate C(C)C(CNC(=O)[C@@H]1[C@@H](CCC1)NC(=O)C=1C(=CC(=C(OC2CCC(CC2)(C(=O)OC(C)(C)C)C)C1)F)OC)CC